sphinganine oleate C(CCCCCCC\C=C/CCCCCCCC)(=O)O.OC[C@H](N)[C@H](O)CCCCCCCCCCCCCCC